3-{5-[(3,5-dimethylphenoxy)methyl-2-oxo-1,3-oxazolidin-3-yl]bicyclo[1.1.1]pentan-1-yl}-4-oxo-3,4-dihydro-2H-1-benzopyran-2-carboxamide CC=1C=C(OCC2N(C(OC2)=O)C2C3(CC2C3)C3C(OC2=C(C3=O)C=CC=C2)C(=O)N)C=C(C1)C